(R)-3-(4-(((R)-1-(3-(difluoromethyl)-2-fluorophenyl)ethyl)amino)quinolin-6-yl)-N-isopropyl-3-methoxypyrrolidine-1-carboxamide FC(C=1C(=C(C=CC1)[C@@H](C)NC1=CC=NC2=CC=C(C=C12)[C@]1(CN(CC1)C(=O)NC(C)C)OC)F)F